C(C=1C(C(=O)O)=C(C(C(=O)O)=CC1)CCCCCCCCCCCCCCCCC1=C(C(C(=O)N)=CC=C1C(=O)O)C(=O)O)(=O)N hexadecamethylenebistrimellitic amide